C(C1=CC=CC=C1)(=O)OCC1NC(CC(C1)=O)C (6-methyl-4-oxopiperidin-2-yl)methyl benzoate